COC=1C(=C2C=CNC2=C(C1)C)CN1[C@@H](CN(CC1)C([2H])([2H])[2H])C1=CC=C(C(=O)O)C=C1 (R)-4-(1-((5-Methoxy-7-methyl-1H-indol-4-yl)methyl)-4-(methyl-d3)piperazin-2-yl)benzoic acid